ClC1=C(CN2C=NC(=C2)NC([C@H](C)N2C[C@@H](C(CC2)(F)F)C2=CC=[N+](C=C2)[O-])=O)C=CC=C1Cl 4-((S)-1-((S)-1-((1-(2,3-dichlorobenzyl)-1H-imidazol-4-yl)amino)-1-oxopropan-2-yl)-4,4-difluoropiperidin-3-yl)pyridine 1-oxide